((1r,4r)-4-(4-(difluoromethyl)-1H-1,2,3-triazol-1-yl) cyclohexyl) carbamate C(N)(OC1CCC(CC1)N1N=NC(=C1)C(F)F)=O